CC1=CN(C(=O)NC1=O)[C@H]2C[C@@H]([C@H](O2)COP(=O)([O-])OP(=O)([O-])[O-])O The molecule is an organophosphate oxoanion arising from deprotonation of the diphosphate OH groups of thymidine 5'-diphosphate; major species at pH 7.3. It has a role as a human metabolite and a Saccharomyces cerevisiae metabolite. It is a conjugate base of a dTDP.